C1(CCCC1)[C@@H](CC#N)N1N=CC(=C1)C1=NC(=NC=C1C)NC=1C=NN(C1)C (R)-3-cyclopentyl-3-(4-(5-methyl-2-((1-methyl-1H-pyrazol-4-yl)amino)pyrimidin-4-yl)-1H-pyrazol-1-yl)propanenitrile